[C@@]12(C(=O)CC(CC1)C2(C)C)CS(=O)(=O)OCC2=CC=CC=C2 benzyl (R)-camphorsulfonate